FC(CO)(F)C=1C=C(C=CC1)[C@@H](C)NC1=NN=C(C2=CC(=C(C=C12)NC)C(=O)N1CCOCC1)C (R)-(1-((1-(3-(1,1-difluoro-2-hydroxyethyl)phenyl)ethyl)amino)-4-methyl-7-(methylamino)phthalazin-6-yl)(morpholino)methanone